CO[Si](CCCSSSSCCC[Si](OC)(OC)OC)(OC)OC bis(3-triMethoxysilylpropyl) tetrasulfide